4-((4-Cyclopropyl-5-fluoro-2-(N-methylmethylsulfonamido)phenyl)amino)-N-ethoxy-6-((2-methoxypyrimidine-4-yl)amino)nicotinamide C1(CC1)C1=CC(=C(C=C1F)NC1=CC(=NC=C1C(=O)NOCC)NC1=NC(=NC=C1)OC)N(S(=O)(=O)C)C